2-(3-chlorophenyl)-1,4-benzoquinone ClC=1C=C(C=CC1)C=1C(C=CC(C1)=O)=O